ClC=1C=C(C(=NC1)C)NC(\C=C\C1=C(C=C2C(=N1)N(N=C2C#C[Si](C)(C)C)C2OCCCC2)F)=O (E)-N-(5-Chloro-2-methylpyridin-3-yl)-3-(5-fluoro-1-(tetrahydro-2H-pyran-2-yl)-3-((trimethylsilyl)ethynyl)-1H-pyrazolo[3,4-b]pyridin-6-yl)acrylamide